8-(3-chlorophenyl)-N-[(4S)-3,4-dihydro-2H-chromen-4-yl]-4-(dimethyl-amino)-7-fluoroquinoline-3-carboxamide ClC=1C=C(C=CC1)C=1C(=CC=C2C(=C(C=NC12)C(=O)N[C@H]1CCOC2=CC=CC=C12)N(C)C)F